2-octyl-naphthalene C(CCCCCCC)C1=CC2=CC=CC=C2C=C1